4-bromo-2-(cyclopropylmethoxy)Pyridine BrC1=CC(=NC=C1)OCC1CC1